C(C)S(=O)(=O)NC1=C(C=C(C=C1)C1=NNC(=C1C(=O)N)NC1=NC=C(N=C1)C(F)(F)F)OCC1=CC=C(C=C1)F 3-(4-(ethylsulfonamido)-3-((4-fluorobenzyl)oxy)phenyl)-5-((5-(trifluoromethyl)pyrazin-2-yl)amino)-1H-pyrazole-4-carboxamide